C(C)OC(=O)C1=NN(C=2CC(CCC12)(C)CO)C1OCC1 6-(hydroxymethyl)-6-methyl-1-(oxetan-2-yl)-5,7-dihydro-4H-indazole-3-carboxylic acid ethyl ester